C1CC(=O)[N-]C1C(=O)[O-].C1CC(=O)[N-]C1C(=O)[O-].[Zn+2] zinc pyrrolidonecarboxylate